NCCCCNC(C1=NC=C(C=C1Cl)NC(=O)C=1C=NN(C1C(F)(F)F)C1=CN=CC2=CC=CC=C12)=O N-(4-aminobutyl)-3-chloro-5-(1-(isoquinolin-4-yl)-5-(trifluoromethyl)-1H-pyrazole-4-carboxamido)picolinamide